CC(C(NC(=O)N)=O)OC(C1=CC=C(C=C1)COC1=CC=C2C(=CC(OC2=C1)=O)C)=O 4-[(4-methyl-2-oxo-chromen-7-yl)oxymethyl]benzoic acid (1-methyl-2-oxo-2-ureido-ethyl) ester